N-((1s,4s)-4-((5-(1-(2,2-difluoroethyl)-2-methyl-1H-benzo[d]imidazol-6-yl)-4-methoxy-7H-pyrrolo[2,3-d]pyrimidin-2-yl)amino)cyclohexyl)acetamide FC(CN1C(=NC2=C1C=C(C=C2)C2=CNC=1N=C(N=C(C12)OC)NC1CCC(CC1)NC(C)=O)C)F